N[C@@H](COC1=CC=C(C=C1)C1=CN=C2N1N=C(C=C2)N[C@H](C)C2=CC(=CC=C2)F)C 3-{4-[(2R)-2-Aminopropoxy]phenyl}-N-[(1R)-1-(3-fluorophenyl)ethyl]-imidazo[1,2-b]pyridazin-6-amine